NCC1=NNC(C2=C(C=C(C=C12)C1=C(N(N=C1)C)C1=C(C#N)C(=CC(=C1F)Cl)OC1CC1)OCC)=O (P)-2-[4-[4-(aminomethyl)-8-ethoxy-1-oxo-2H-phthalazin-6-yl]-2-methyl-pyrazol-3-yl]-4-chloro-6-(cyclopropoxy)-3-fluoro-benzonitrile